(S)-1-(2-((R)-3-((4-(2-Hydroxy-4-(trifluoromethyl)phenyl)-5,7-dihydrofuro[3,4-d]pyridazin-1-yl)amino)piperidin-1-yl)ethyl)pyrrolidin-3-ol OC1=C(C=CC(=C1)C(F)(F)F)C=1C2=C(C(=NN1)N[C@H]1CN(CCC1)CCN1C[C@H](CC1)O)COC2